1-(4-bromophenyl)-N-hydroxycyclopropane-1-carboximidamide BrC1=CC=C(C=C1)C1(CC1)C(NO)=N